N1N=CC(=C1)C1=CNC2=C(C=CC=C12)NC(C(CN)C=1C=NC=CC1)=O N-(3-(1H-pyrazol-4-yl)-1H-indol-7-yl)-3-amino-2-(pyridin-3-yl)propanamide